C(C)C1=NC(=CC(=C1N1CC(CCC1)CC(=O)O)F)C=1N=NN(C1CN1C(C=CC(=C1)CCC)=O)C 2-(1-(2-ethyl-4-fluoro-6-(1-methyl-5-((2-oxo-5-propylpyridin-1(2H)-yl)methyl)-1H-1,2,3-triazol-4-yl)pyridin-3-yl)piperidin-3-yl)acetic acid